N1CC[C@H](CCC1)NC=1N=CC2=C(N1)C(=NC(=C2)C#N)NC(C)C (S)-2-(azepan-4-ylamino)-8-(isopropylamino)pyrido[3,4-d]pyrimidine-6-carbonitrile